7-chloro-6-(5,6-dimethoxy-1H-benzo[d]imidazol-2-yl)-2-ethyl-2H-pyrazolo[4,3-b]pyridin-5(4H)-one ClC=1C=2C(NC(C1C1=NC3=C(N1)C=C(C(=C3)OC)OC)=O)=CN(N2)CC